(4-hydroxy-3-tert.-butyl-phenyl)fluorene OC1=C(C=C(C=C1)C1=CC=CC=2C3=CC=CC=C3CC12)C(C)(C)C